2-bromo-8-(2-ethoxyethyl)-9-fluoro-3-(hydroxymethyl)-6,7-dihydro-1H,5H-pyrido[3,2,1-ij]quinolin-1-one BrC1=C(N2C3=C(C(=C(C=C3C1=O)F)CCOCC)CCC2)CO